METHYL-2-FLUORoACRYLAT COC(C(=C)F)=O